BrC=1C=C(C=CC1)C(C(=O)OC)(CCC(=O)[O-])C#N methyl 2-(3-bromophenyl)-2-cyano-pentanedioate